5-(4-(phenyl-ethynyl)phenoxy)-1H-1,2,3-triazole-4-carboxylic acid C1(=CC=CC=C1)C#CC1=CC=C(OC2=C(N=NN2)C(=O)O)C=C1